C(C)OC(=O)C=1N(C=C(C1C)C1=CC=C(C=C1)C)C1=CC=CC=C1 3-methyl-1-phenyl-4-(p-tolyl)-1H-pyrrole-2-carboxylic acid ethyl ester